4-(6-amino-3,5-dicyano-2-oxo-4-(4-(6-oxo-3-phenylpyridazin-1(6H)-yl)phenyl)pyridin-1(2H)-yl)benzenesulfonamide NC1=C(C(=C(C(N1C1=CC=C(C=C1)S(=O)(=O)N)=O)C#N)C1=CC=C(C=C1)N1N=C(C=CC1=O)C1=CC=CC=C1)C#N